C(C)N([C@@H](C(=O)O)C)C (R)-2-(ethyl-(methyl)amino)propionic acid